(2S)-6-[[(3S,3aR,6S,6aR)-6-(tert-butoxycarbonylamino)-2,3,3a,5,6,6a-hexahydrofuro[3,2-b]furan-3-yl]amino]-2-(9H-fluoren-9-ylmethoxycarbonylamino)-6-oxo-hexanoic acid C(C)(C)(C)OC(=O)N[C@H]1CO[C@H]2[C@@H]1OC[C@@H]2NC(CCC[C@@H](C(=O)O)NC(=O)OCC2C1=CC=CC=C1C=1C=CC=CC21)=O